9,10-bis[(E)-2-(pyridin-2-yl)ethenyl]Anthracene N1=C(C=CC=C1)/C=C/C=1C2=CC=CC=C2C(=C2C=CC=CC12)\C=C\C1=NC=CC=C1